N-(2-(5-fluoro-1H-indol-3-yl)ethyl)-N-methylpropan-2-amine FC=1C=C2C(=CNC2=CC1)CCN(C(C)C)C